Diisoamyl phosphate P(=O)(OCCC(C)C)(OCCC(C)C)[O-]